NC1=CC2=C(C=C(C(O2)=O)CC)C=C1 7-amino-3-ethyl-2H-1-benzopyran-2-one